C(C)(C)(C)NCC(CN)O N-tert.butyl-1,3-diamino-2-propanol